BrC=1C=C(C=CC1F)CC1=NN(C=N1)CC 3-[(3-bromo-4-fluoro-phenyl)methyl]-1-ethyl-1,2,4-triazole